3-(5-((4-(4-amino-3-(4-phenoxyphenyl)-1H-pyrazolo[3,4-d]pyrimidin-1-yl)piperidin-1-yl)methyl)-4-bromo-1-oxoisoindolin-2-yl)piperidine-2,6-dione NC1=C2C(=NC=N1)N(N=C2C2=CC=C(C=C2)OC2=CC=CC=C2)C2CCN(CC2)CC=2C(=C1CN(C(C1=CC2)=O)C2C(NC(CC2)=O)=O)Br